CC1=C(C(=CC(=C1)C)C)S(=O)(=O)[O-].N[N+]1=C(C=CC(=C1)F)Br 1-amino-2-bromo-5-fluoropyridin-1-ium 2,4,6-trimethylbenzenesulfonate